2-[6-[bis(carboxylatomethyl)amino]-5-(carboxylatomethoxy)-1-benzofuran-2-yl]-1,3-oxazole-5-carboxylate C(=O)([O-])CN(C1=CC2=C(C=C(O2)C=2OC(=CN2)C(=O)[O-])C=C1OCC(=O)[O-])CC(=O)[O-]